3-hydroxy-D-proline OC1[C@@H](NCC1)C(=O)O